C(CCCCCCCC=C)OC(C1=CC=CC=C1)=O 9-Decenylbenzoat